3-ethyl-5-(2-hydroxyethyl)-4-methylthiazol-3-ium bromide [Br-].C(C)[N+]1=CSC(=C1C)CCO